(5S)-3-((2-((S)-2,2-dicyclopropyl-1-(1-ethyl-1H-pyrazole-5-carboxamido)ethyl)imidazo[1,2-b]pyridazin-6-yl)methyl)-2-oxo-5-(trifluoromethyl)pyrrolidine-3-carboxylic acid C1(CC1)C([C@H](NC(=O)C1=CC=NN1CC)C=1N=C2N(N=C(C=C2)CC2(C(N[C@@H](C2)C(F)(F)F)=O)C(=O)O)C1)C1CC1